o-t-butylcyclohexyl ACETATE C(C)(=O)OC1C(CCCC1)C(C)(C)C